FC1(CN(C1)C(=O)C=1N(C2=CC(=CC=C2C1)C1=NC=CC(=N1)NC1=CC=C(C=C1)C=1N=NNC1)C)F 2-[2-(3,3-difluoroazetidine-1-carbonyl)-1-methyl-1H-indol-6-yl]-N-[4-(1H-1,2,3-triazol-4-yl)phenyl]pyrimidin-4-amine